C(C)(C)(C)OC(=O)N1C(C2=CC=CC(=C2C1)C1=C(C=C(C=C1)Cl)C(=O)OC)C 4-(4-chloro-2-(methoxycarbonyl)phenyl)-1-methylisoindoline-2-carboxylic acid tert-butyl ester